CC1=C(C=2N(C=C1C1=C(C3=NC(=CC=C3N1)N1CC(C1)NC1CCOCC1)C(C)C)N=CN2)C 1-(2-(7,8-dimethyl-[1,2,4]triazolo[1,5-a]pyridin-6-yl)-3-isopropyl-1H-pyrrolo[3,2-b]pyridin-5-yl)-N-(tetrahydro-2H-pyran-4-yl)azetidin-3-amine